TRIAZOLIN N1=NNCC1